C1(=CC=CC=C1)NC=1C=CC=2N(C3=CC=CC=C3C2C1)C1=CC=CC=C1 N,9-diphenyl-9H-carbazole-3-amine